2,2,6,6-tetramethyltetrahydro-2H-pyran-4-yl (4S,7R)-4-(3-hydroxyphenyl)-7-(2-methoxyphenyl)-2-methyl-5-oxo-1,4,5,6,7,8-hexahydroquinoline-3-carboxylate OC=1C=C(C=CC1)[C@@H]1C(=C(NC=2C[C@H](CC(C12)=O)C1=C(C=CC=C1)OC)C)C(=O)OC1CC(OC(C1)(C)C)(C)C